O=C1N(CCC(N1)=O)C1=CC(=C(C=C1)N1CCCCC1)F 1-(4-(2,4-dioxotetrahydropyrimidin-1(2H)-yl)-2-fluorophenyl)piperidin